4-(6-amino-1-(4-amino-2-fluorobenzyl)-1H-pyrazolo[3,4-d]pyrimidine-4-yl)picolinonitrile NC1=NC(=C2C(=N1)N(N=C2)CC2=C(C=C(C=C2)N)F)C2=CC(=NC=C2)C#N